6-Bromo-3-((4-methoxybenzyl)oxy)quinolin-2-amine BrC=1C=C2C=C(C(=NC2=CC1)N)OCC1=CC=C(C=C1)OC